(3-glycidoxy-propyl)methyldiethoxysilane C(C1CO1)OCCC[Si](OCC)(OCC)C